2,6-dichloro-N-((1s,3s)-3-(6-((4-(4-(7-(2-(4-(2,6-dioxopiperidin-3-yl)phenoxy)acetyl)-7-azaspiro[3.5]nonan-2-yl)piperazin-1-yl)phenyl)amino)-9H-purin-9-yl)cyclobutyl)benzamide ClC1=C(C(=O)NC2CC(C2)N2C3=NC=NC(=C3N=C2)NC2=CC=C(C=C2)N2CCN(CC2)C2CC3(C2)CCN(CC3)C(COC3=CC=C(C=C3)[C@H]3C(NC(CC3)=O)=O)=O)C(=CC=C1)Cl